CC1(OC[C@H](O1)C=O)C (S)-2,2-dimethyl-1,3-dioxolane-4-formaldehyde